N,N-bis(4-methoxybenzyl)-1-(2-methyl-2-(4,4,5,5-tetramethyl-1,3,2-dioxaborolan-2-yl)propyl)-1H-pyrazole-3-sulfonamide COC1=CC=C(CN(S(=O)(=O)C2=NN(C=C2)CC(C)(B2OC(C(O2)(C)C)(C)C)C)CC2=CC=C(C=C2)OC)C=C1